IC1=CC=C(C=C1)O para-iodophenol